C(C)OC(=O)C12C(CC(CC1)(CC2)O)=O.C(C)(C)C(C(=O)NC)(C(C)C)C 2-isopropyl-N,2,3-trimethyl-N-butyramide ethyl-4-hydroxy-2-oxobicyclo[2.2.2]octane-1-carboxylate